N-methyl-1-(5-(trifluoromethyl)pyrimidin-2-yl)piperidin-4-amine CNC1CCN(CC1)C1=NC=C(C=N1)C(F)(F)F